1,2,4,5-tetrakis(phenylethynyl)benzene C1(=CC=CC=C1)C#CC1=C(C=C(C(=C1)C#CC1=CC=CC=C1)C#CC1=CC=CC=C1)C#CC1=CC=CC=C1